copper-nickel-manganese-tin [Sn].[Mn].[Ni].[Cu]